The molecule is the dihydrochloride salt of sapropterin. It is used for the diagnosis and treatment of variant forms of phenylketonuria (hyperphenylalaninaemia) associated with tetrahydrobiopterin deficiency. Natural cofactor for phenylalanine hydroxylase, tyrosine hydroxylase, tryptophan hydroxylase, and nitric oxide synthetase. It has a role as a diagnostic agent and a coenzyme. It contains a sapropterin. C[C@@H]([C@@H]([C@H]1CNC2=C(N1)C(=O)NC(=N2)N)O)O.Cl.Cl